NC=1C2=C(N=C(N1)C=1N=C(C=3N(C1)C=CN3)CC3=C(C=CC=C3)F)NC(C2(C)C2=CC(=C(C=C2)C(F)(F)F)OC)=O 4-Amino-2-{8-[(2-fluorophenyl)methyl]imidazo[1,2-a]pyrazin-6-yl}-5-(3-methoxy-4-(trifluoromethyl)phenyl)-5-methyl-5,7-dihydro-6H-pyrrolo[2,3-d]pyrimidin-6-one